C(C1=CC=C(C(=O)O)C=C1)(=O)O.CC1(OCCN1CCO)C 2,2-dimethyl-N-hydroxyethyl-1,3-oxazolidine terephthalate